2-((4-amino-2-oxopyrimidin-1(2H)-yl)methylene)-1-(hydroxymethyl)cyclopropane NC1=NC(N(C=C1)C=C1C(C1)CO)=O